C(C)OC(CCCCC(CN(CCCCSSCCN1CCN(CC1)CCOC(CCCN(CC(CCCCCCC(=O)OCC(CC)CC)O)CC(CCCCCCC(=O)OCC(CC)CC)O)=O)CC(CCCCC(OCC)=O)O)O)=O Bis(2-ethylbutyl) 9,9'-((4-(2-(4-(2-((4-(bis(7-ethoxy-2-hydroxy-7-oxoheptyl)amino)-butyl)disulfaneyl)ethyl)piperazin-1-yl)ethoxy)-4-oxobutyl)azanediyl)bis(8-hydroxynonanoate)